(3aR,5r,6aS)-hexahydrocyclopenta[c]pyrrol C1NC[C@H]2C1=CCC2